6-(2,2-difluoromorpholino)quinoline-4-carboxylic acid FC1(OCCN(C1)C=1C=C2C(=CC=NC2=CC1)C(=O)O)F